3-((8,8-dimethyl-1-oxaspiro[4.5]dec-2-yl)oxy)-2,2-dimethylpropane-1-ol CC1(CCC2(CCC(O2)OCC(CO)(C)C)CC1)C